CC1COCC2=CC3=C(C=C12)C(C(C3(C)C)C)(C)C 1,3,4,6,7,8-hexahydro-4,6,6,7,8,8-hexamethylcyclopenta[G]isochromene